OC(C)(C)C=1C=C(SC1)S(=O)(=O)NC(NC1=C2CCCC2=CC=C1C=1C=CC=2N(C1)C=NC2)=O 4-(2-hydroxy-prop-2-yl)-N-((5-(imidazo[1,5-a]pyridin-6-yl)-2,3-dihydro-1H-inden-4-yl)carbamoyl)thiophene-2-sulfonamide